1-methylcyclobutyl (2r,5s)-4-(7-(4-cyanopyridin-2-yl)-5-(trifluoromethyl)-7H-pyrrolo[2,3-d]pyrimidin-4-yl)-2,5-dimethylpiperazine-1-carboxylate C(#N)C1=CC(=NC=C1)N1C=C(C2=C1N=CN=C2N2C[C@H](N(C[C@@H]2C)C(=O)OC2(CCC2)C)C)C(F)(F)F